BrC1=CC2=C(N=C(N=C2N[C@H](C)C=2C(=C(C=CC2)C([C@@H](C)O)(F)F)F)C)C=N1 |o1:19| (2R*)-1-(3-{(1R)-1-[(6-bromo-2-methylpyrido[3,4-d]pyrimidin-4-yl)amino]ethyl}-2-fluorophenyl)-1,1-difluoropropan-2-ol